ClC1=C(C=CC=C1)C(N1C[C@@H](N(C[C@H]1C)C1=CC(N(C=2C=CC(=NC12)C#N)C)=O)C)C1=CC=CC=C1 8-[(2s,5r)-4-[(2-chlorophenyl)(phenyl)methyl]-2,5-dimethylpiperazin-1-yl]-5-methyl-6-oxo-5,6-dihydro-1,5-naphthyridine-2-carbonitrile